4-(4-phenoxypiperidin-1-yl)benzohydrazide O(C1=CC=CC=C1)C1CCN(CC1)C1=CC=C(C(=O)NN)C=C1